CN(C)CC=1C=C(N)C=C(C1)C(F)(F)F 3-((dimethylamino)methyl)-5-(trifluoromethyl)aniline